C[SiH](C)CC1=CC=C(C=C)C=C1 p-dimethylsilylmethylstyrene